FC(OC=1C=C(C(=O)OC)C=CC1CN1N=CC=2N=C(N=C(C21)O)NC(=O)OC)F methyl 3-(difluoromethoxy)-4-((7-hydroxy-5-((methoxycarbonyl)amino)-1H-pyrazolo[4,3-d]pyrimidin-1-yl)methyl)benzoate